N1=C(C=CC=C1)C1=NC=CC=C1.[Ru+2] Ruthenium(II) Bipyridyl